N-((1H-pyrrolo[3,2-c]pyridine-2-yl)methyl)-2-(3-(isopropylamino)-2-oxo-6-phenylpyrazin-1(2H)-yl)acetamide N1C(=CC=2C=NC=CC21)CNC(CN2C(C(=NC=C2C2=CC=CC=C2)NC(C)C)=O)=O